(4-ethylphenyl)-5,6,7,8-tetrahydropyrido[1,2-a]purine-10(3H)-one C(C)C1=CC=C(C=C1)C=1NC=2N=C3N(C(C2N1)=O)CCCC3